CC1=C(C=C(C2=C1C(N=C(S2)N2CCC(CC2)C2=NC(=NO2)C=2SC=CC2)=O)[N+](=O)[O-])C(F)(F)F 5-methyl-8-nitro-2-(4-(3-(thiophen-2-yl)-1,2,4-oxadiazol-5-yl)piperidin-1-yl)-6-(trifluoromethyl)-4H-benzo[e][1,3]thiazin-4-one